4-Nitrobenzyl (4S,5R,6S)-6-((R)-1-((tert-butyldimethylsilyl) oxy) ethyl)-4-methyl-7-oxo-3-((phenylthio) methyl)-1-azabicyclo[3.2.0]hept-2-ene-2-carboxylate [Si](C)(C)(C(C)(C)C)O[C@H](C)[C@@H]1[C@H]2[C@H](C(=C(N2C1=O)C(=O)OCC1=CC=C(C=C1)[N+](=O)[O-])CSC1=CC=CC=C1)C